C=1(C(=CC=C2C=CC=CC12)C(=O)O)C=1C(=CC=C2C=CC=CC12)C(=O)O (S)-[1,1'-binaphthyl]-2,2'-dicarboxylic acid